(5-n-butyl-2-thienyl)(phenyl)methylene(cyclopentadienyl)(2,7-di-tert-butylfluorenyl)hafnium C(CCC)C1=CC=C(S1)C(=[Hf](C1=C(C=CC=2C3=CC=C(C=C3CC12)C(C)(C)C)C(C)(C)C)C1C=CC=C1)C1=CC=CC=C1